tert-butyl 2-[4-[[[4-[[3-(2,3-difluoro-4-methoxy-phenyl)imidazo[1,2-a]pyrazin-8-yl]amino]-2-ethyl-benzoyl]amino]methyl]-1-piperidyl]acetate FC1=C(C=CC(=C1F)OC)C1=CN=C2N1C=CN=C2NC2=CC(=C(C(=O)NCC1CCN(CC1)CC(=O)OC(C)(C)C)C=C2)CC